OC1N([C@H]2C[C@H](O)[C@@H](CO)O2)C=2N=C(NC(C2N1)=O)N 7,8-dihydro-8-hydroxy-2'-deoxyguanosine